C(C)(C)(C)OC(C[C@@H](C=1C=C2CCCC2=C(C1)CO)C1=C(C2=C(N(N=N2)C)C=C1)C)=O (3S)-3-(1,4-dimethyl-1H-benzotriazol-5-yl)-3-[7-(hydroxymethyl)-2,3-dihydro-1H-inden-5-yl]propionic acid tert-butyl ester